ClC1=C(C=C(C=C1)F)C1NC(C=2C3=C(C=C(C12)C1=C(C(=O)N)C=C(C=C1F)C(F)(F)F)CCCC3)=O (3-(2-chloro-5-fluorophenyl)-1-oxo-2,3,6,7,8,9-hexahydro-1H-benzo[e]isoindol-4-yl)-3-fluoro-5-(trifluoromethyl)benzamide